1-((1H-pyrazol-5-yl)methyl)-N-((2-(((cyclobutylmethyl)amino)methyl)-1H-indol-6-yl)methyl)-6-oxo-1,6-dihydropyridazine-4-carboxamide N1N=CC=C1CN1N=CC(=CC1=O)C(=O)NCC1=CC=C2C=C(NC2=C1)CNCC1CCC1